CN([C@H]1[C@@H](CCC1)OC1=NC=C(C=N1)C1=NC=CC=C1)C (1R,2R)-N,N-dimethyl-2-((5-(pyridin-2-yl)pyrimidin-2-yl)oxy)cyclopentan-1-amine